[Al].CC=1C=C(C=CC1O)C(CCCCCCCCCCCCC)C1=CC(=C(C=C1)O)C 1,1-bis(3-methyl-4-hydroxyphenyl)tetradecane aluminum